(2S,3R,4R,5S,6R)-2-(3-{[5-(4-fluorophenyl)thiophen-2-yl]methyl}-4-methylphenyl)-6-(hydroxymethyl)oxane-3,4,5-triol FC1=CC=C(C=C1)C1=CC=C(S1)CC=1C=C(C=CC1C)[C@@H]1O[C@@H]([C@H]([C@@H]([C@H]1O)O)O)CO